BrC1=CC=CC=2N(C(NC21)=O)[C@H]2CC[C@H](CC2)C(=O)NC2=CC(=C(C=C2)C(F)(F)F)F (cis)-4-(4-bromo-2-oxo-2,3-dihydro-1H-1,3-benzodiazol-1-yl)-N-[3-fluoro-4-(trifluoromethyl)phenyl]cyclohexane-1-carboxamide